(1,2,3,5,6,7-hexahydro-s-indacen-4-yl(carbamoyl)-S-methylsulfonimidoyl)acetamide C1CCC2=C(C=3CCCC3C=C12)CS(=O)(=NC(N)=O)CC(=O)N